8-[(1S)-1-aminoethyl]-2-[5-(1-isocyano-2-naphthyl)-1-methyl-pyrazol-4-yl]-6H-pyrido[2,3-d]pyridazin-5-one N[C@@H](C)C1=NNC(C2=C1N=C(C=C2)C=2C=NN(C2C2=C(C1=CC=CC=C1C=C2)[N+]#[C-])C)=O